ClC(C(=O)O)F 2-chloro-2-fluoro-acetic acid